7-methoxy-3-methyl-2,5-dihydroxy-9,10-dihydrophenanthrene COC1=CC(=C2C=3C=C(C(=CC3CCC2=C1)O)C)O